(3Z)-3-[(3,5-dimethyl-1H-pyrrol-2-yl)methylene]-1,3-dihydro-2H-indol-2-one CC1=C(NC(=C1)C)\C=C\1/C(NC2=CC=CC=C12)=O